C(#N)C1=C(C=CC(=C1OC=1C=C2C(N(C=NC2=CC1)C1=CC=C(C=C1)N1CCC(CC1)C(OC)OC)=O)F)NS(=O)(=O)N1C[C@@H](CC1)F (R)-N-(2-cyano-3-((3-(4-(4-(dimethoxymethyl)piperidin-1-yl)phenyl)-4-oxo-3,4-dihydroquinazolin-6-yl)oxy)-4-fluorophenyl)-3-fluoropyrrolidine-1-sulfonamide